5-[(1R,5s)-3,6-diazabicyclo[3.1.1]heptane-3-yl]-N-[(1R)-1-[3-methoxy-5-(1-methylpyrazol-4-yl)phenyl]ethyl]-2-methyl-benzamide [C@@H]12CN(C[C@@H](N1)C2)C=2C=CC(=C(C(=O)N[C@H](C)C1=CC(=CC(=C1)C=1C=NN(C1)C)OC)C2)C